N1C(=NC2=C3C=CC=NC3=C3N=CC=CC3=C21)C2=CC(=CC(=C2)C=2NC=1C(=C3C=CC=NC3=C3N=CC=CC13)N2)C=2NC=1C(=C3C=CC=NC3=C3N=CC=CC13)N2 1,3,5-tri(1H-imidazo[4,5-f][1,10]phenanthroline-2-yl)benzene